OCC1CCC(CC1)N1N=C2C=C(C(=CC2=C1)NC(=O)C=1C(=NC=NC1)C(F)(F)F)OC N-(2-((1r,4r)-4-(hydroxymethyl)cyclohexyl)-6-methoxy-2H-indazol-5-yl)-4-(trifluoromethyl)pyrimidine-5-carboxamide